ClC=1C(=NC2=CC=C(C=C2C1)N[C@H]1CNCC1)N1CCNCC1 3-chloro-2-piperazin-1-yl-N-[(3R)-pyrrolidin-3-yl]quinolin-6-amine